3-o-methylphenyl-1H-pyrazole-5-carboxamide CC1=C(C=CC=C1)C1=NNC(=C1)C(=O)N